CC=1N(C(=CC1)C)C/C(/CO)=C\F (E)-2-((2,5-dimethyl-1H-pyrrol-1-yl)methyl)-3-fluoroprop-2-en-1-ol